methallyl-theophylline dicyanamide salt [N-](C#N)C#N.C(C(C)=C)CN1C(=O)N(C)C=2N=CNC2C1=O